OC1=C(C#N)C=CC(=C1C1=CC=C2C(=N1)N=C(O2)N[C@H]2CN(CCC2)C)C 2-Hydroxy-4-methyl-3-[2-[[(3R)-1-methyl-3-piperidyl]amino]oxazolo[4,5-b]pyridin-5-yl]benzonitrile